2-(Dimethylamino)-1-(3-(2-(dimethylamino)ethyl)-5-methoxy-1H-indol-1-yl)ethan-1-one formate C(=O)O.CN(CC(=O)N1C=C(C2=CC(=CC=C12)OC)CCN(C)C)C